3-[5-(4-fluoro-4-piperidyl)-1-oxo-isoindolin-2-yl]piperidine-2,6-dione FC1(CCNCC1)C=1C=C2CN(C(C2=CC1)=O)C1C(NC(CC1)=O)=O